tert-butyl (2R)-2-[(4-cyclopropylphenyl)carbamoyl]piperidine-1-carboxylate C1(CC1)C1=CC=C(C=C1)NC(=O)[C@@H]1N(CCCC1)C(=O)OC(C)(C)C